N1=C(C=CC=C1)CCC=1N=NC(=NN1)CCC1=NC=CC=C1 3,6-bis(2-pyridylethyl)-1,2,4,5-tetrazine